C(C)(C)(C)OC(=O)N1CC2(C1)CC(C2)CC(=O)O 2-(2-tert-butoxycarbonyl-2-azaspiro[3.3]heptan-6-yl)acetic acid